[6-(5-cyclopropyl-4H-1,2,4-triazol-3-yl)-2-azaspiro[3.3]heptan-2-yl]-[7-[[6-(trifluoromethyl)-3-pyridyl]methyl]-2-azaspiro[3.5]nonan-2-yl]methanone C1(CC1)C=1NC(=NN1)C1CC2(CN(C2)C(=O)N2CC3(C2)CCC(CC3)CC=3C=NC(=CC3)C(F)(F)F)C1